CC(C(=O)O)CNCC=C 2-METHYL-3-(PROP-2-EN-1-YLAMINO)PROPANOIC ACID